C1(CC1)C1=NC=NC(=C1C=1N=CC2=C(N1)N(C(=C2)C2=NNN=C2)CC2=CC=C(C=C2)C=2N(C=C(N2)C(F)(F)F)C(C)C)OC 2-(4-cyclopropyl-6-methoxypyrimidin-5-yl)-7-(4-(1-isopropyl-4-(trifluoromethyl)-1H-imidazol-2-yl)benzyl)-6-(2H-1,2,3-triazol-4-yl)-7H-pyrrolo[2,3-d]pyrimidine